8-bromo-N-(2,4-dimethoxybenzyl)imidazo[1,5-a]pyrido[2,3-e]pyrazin-4-amine BrC1=CC2=C(N=C(C=3N2C=NC3)NCC3=C(C=C(C=C3)OC)OC)N=C1